C(C=C)(=O)OCCCCOC(C(OCCCCOC(C=C)=O)NC(C=C)=O)NC(C=C)=O 4-[1,2-bis(prop-2-enoylamino)-2-(4-prop-2-enoyloxybutoxy)ethoxy]butyl prop-2-enoate